4-amino-N-(7-bromoisochroman-4-yl)-N,1-dimethyl-1H-pyrazolo[4,3-c]quinoline-8-carboxamide NC1=NC=2C=CC(=CC2C2=C1C=NN2C)C(=O)N(C)C2COCC1=CC(=CC=C21)Br